tert-Butyl 2-(7-bromo-2,3-dihydrocyclopenta[b]indol-4(1H)-yl)ethylcarbamate BrC1=CC=2C3=C(N(C2C=C1)CCNC(OC(C)(C)C)=O)CCC3